4,4-dimethyl-6-phenylhexanoic acid cyclohexyl ester C1(CCCCC1)OC(CCC(CCC1=CC=CC=C1)(C)C)=O